tert-butyl (R)-4-(4-((1-(3-(difluoromethyl)-2-fluorophenyl)ethyl)amino)-2-methylpyrido[2,3-d]pyrimidin-6-yl)-3,6-dihydropyridine-1(2H)-carboxylate FC(C=1C(=C(C=CC1)[C@@H](C)NC=1C2=C(N=C(N1)C)N=CC(=C2)C=2CCN(CC2)C(=O)OC(C)(C)C)F)F